[Na+].C(C)(=O)[O-].[Na+].C(C)(=O)[O-] sodium acetate, sodium salt